N-[(1R,3S)-3-{[6-fluoro-2-(trifluoromethyl)quinolin-4-yl]amino}cyclohexyl]-4-(methylamino)benzamide FC=1C=C2C(=CC(=NC2=CC1)C(F)(F)F)N[C@@H]1C[C@@H](CCC1)NC(C1=CC=C(C=C1)NC)=O